2-(4-(6-((4-cyano-2-fluorobenzyl)oxy)pyridin-2-yl)-2-fluorobenzyl)-1-(oxolan-2-ylmethyl)-1H-thieno[2,3-d]imidazole-5-carboxylic acid C(#N)C1=CC(=C(COC2=CC=CC(=N2)C2=CC(=C(CC=3N(C4=C(N3)SC(=C4)C(=O)O)CC4OCCC4)C=C2)F)C=C1)F